C12N(C=CC=CC3=CC=C4C(=CC=C1N34)C(=O)N)C2 1,2-methano[1,4]diazonino[9,1,2-cc]indolizine-9-carboxamide